propyl[1,4'-bipiperidine]-1'-carboxylate C(CC)OC(=O)N1CCC(CC1)N1CCCCC1